C(C1=CC=CC=C1)(C1=CC=CC=C1)N1C(N(CC1)CC=1C=C2C(N(C(C2=CC1)=O)C1C(NC(CC1)=O)=O)=O)=O 5-((3-benzhydryl-2-oxoimidazolidin-1-yl)methyl)-2-(2,6-dioxopiperidin-3-yl)isoindoline-1,3-dione